FC1=CC=C(C=C1)C(=O)N1[C@@H](C=2N(CC1)C(=NC2C(=C)C)C2=NC(=NS2)C)C (R)-(4-Fluorophenyl)(8-methyl-3-(3-methyl-1,2,4-thiadiazol-5-yl)-1-(prop-1-ene-2-yl)-5,6-dihydroimidazo[1,5-a]pyrazin-7(8H)-yl)methanone